(E)-4-di-p-tolylphosphono-4-fluoro-1,3-diphenyl-3-buten-1-one C1(=CC=C(C=C1)OP(=O)(OC1=CC=C(C=C1)C)/C(=C(\CC(=O)C1=CC=CC=C1)/C1=CC=CC=C1)/F)C